IC1=C(C2=C(S1)C(=CC=C2)NC2C(CN(CC2)C(=O)OC(C)(C)C)C(F)(F)F)CC(F)(F)F tert-butyl 4-((2-iodo-3-(2,2,2-trifluoroethyl)benzo[b]thiophen-7-yl)amino)-3-(trifluoromethyl)piperidine-1-carboxylate